FC(C1=C(C(=C(C=C1)[C@H]1[C@@H](O[C@]([C@H]1C)(C(F)(F)F)C)C(=O)NC1=CC(=NC=C1)C(=O)N)OC)F)F |o1:8,9,11,12| rel-(2R,3S,4S,5R)-4-[[3-[4-(difluoromethyl)-3-fluoro-2-methoxy-phenyl]-4,5-dimethyl-5-(trifluoromethyl)tetrahydrofuran-2-carbonyl]amino]pyridine-2-carboxamide